BrC=1C(=C(OC2CCC(CC2)CC[C@@H](C)N2CCN(CC2)C=2C=CC=C3C(=NN(C23)C)C2C(NC(CC2)=O)=O)C=CC1)C(F)(F)F 3-(7-(4-((R)-4-((1r,4S)-4-(3-bromo-2-(trifluoromethyl)phenoxy)cyclohexyl)butan-2-yl)piperazin-1-yl)-1-methyl-1H-indazol-3-yl)piperidine-2,6-dione